ClC=1C=C2C(=NC(=NC2=C(C1C1=CC=C(C2=C1N=C(S2)N)F)F)OCC21CCCN1C[C@@H](C2)F)N2C1(CNC1)CNCC2 4-(6-chloro-8-fluoro-2-(((2R)-2-fluorotetrahydro-1H-pyrrolizin-7a(5H)-yl)methoxy)-4-(2,5,8-triazaspiro[3.5]nonan-5-yl)quinazolin-7-yl)-7-fluorobenzo[d]thiazol-2-amine